3-amino-4-(7-chloro-1H-indazol-4-yl)-6-(3,3-difluoropropoxy)-7-fluoro-1H-quinolin-2-one NC=1C(NC2=CC(=C(C=C2C1C1=C2C=NNC2=C(C=C1)Cl)OCCC(F)F)F)=O